O1C(OCC1)CC1CCNCC1 4-((1,3-dioxolan-2-yl)methyl)piperidine